COC1=C(CO)C=CC(=C1)OC 2,4-dimethoxybenzyl alcohol